2-methyl-1,3-propanediol diacrylate C(C=C)(=O)OCC(COC(C=C)=O)C